ClC1=NC2=C(N(C1=O)C1=CC=C(C=C1)OC)N=C(C=C2\N=C/N(C)C)OCC(F)(F)F (Z)-N'-(2-chloro-4-(4-methoxyphenyl)-3-oxo-6-(2,2,2-trifluoroethoxy)-3,4-dihydropyrido[2,3-b]pyrazin-8-yl)-N,N-dimethylformimidamide